(1-(3-amino-6-(2',5'-dimethyl-2',3'-dihydro-1'H-spiro[cyclopropan-1,4'-isoquinolin]-7'-yl)pyrazin-2-yl)-1H-pyrazol-4-yl)(3-methoxyazetidin-1-yl)methanone NC=1C(=NC(=CN1)C1=CC(=C2C3(CN(CC2=C1)C)CC3)C)N3N=CC(=C3)C(=O)N3CC(C3)OC